ClC1=NC(=CC(=N1)N)CC 2-chloro-6-ethylpyrimidine-4-amine